1-([1,1'-biphenyl]-4-yl)-3-(4-((7-(benzyloxy)-6-methoxyquinazolin-4-yl)oxy)-2-chlorophenyl)urea C1(=CC=C(C=C1)NC(=O)NC1=C(C=C(C=C1)OC1=NC=NC2=CC(=C(C=C12)OC)OCC1=CC=CC=C1)Cl)C1=CC=CC=C1